(Z,Z,Z)-3,6,9-Heptacosatriene CC\C=C/C\C=C/C\C=C/CCCCCCCCCCCCCCCCC